FC1=C(CN2[C@@H](CCC2=O)CC(=O)N[C@@H](C(C)C)C(=O)OCC=2N=C(SC2)Cl)C=CC=C1F (2-Chlorothiazol-4-yl)methyl (2-((S)-1-(2,3-difluorobenzyl)-5-oxopyrrolidin-2-yl)acetyl)-L-valinate